iridium (I) 4,4-di-tert-butyl-2,2-bipyridine C(C)(C)(C)C1(CC(=NC=C1)C1=NC=CC=C1)C(C)(C)C.[Ir+]